OC1=CC=C(C=C1)N1CCS(CC1)(=O)=O 4-(4-hydroxyphenyl)thiomorpholine 1,1-dioxide